ClC1=NC=C(C(=N1)NC(C(=O)OC)(C)C)[N+](=O)[O-] methyl 2-[(2-chloro-5-nitro-pyrimidin-4-yl) amino]-2-methyl-propanoate